4-(2-((1-((Dimethylamino)methyl)-2,2-difluorocyclopropyl)methoxy)-7-(8-ethynyl-7-fluoro-3-Hydroxynaphth-1-yl)-6,8-difluoroquinazolin-4-yl)-6-methyl-1,4-oxazepan-6-ol CN(C)CC1(C(C1)(F)F)COC1=NC2=C(C(=C(C=C2C(=N1)N1CCOCC(C1)(O)C)F)C1=CC(=CC2=CC=C(C(=C12)C#C)F)O)F